(1r,3r)-3-(1-methyl-1H-benzo[d]imidazol-7-yl)cyclobutyl ((2-(2,6-dioxopiperidin-3-yl)-4-fluoro-3-oxoisoindolin-5-yl)methyl)carbamate O=C1NC(CC[C@H]1N1CC2=CC=C(C(=C2C1=O)F)CNC(OC1CC(C1)C1=CC=CC2=C1N(C=N2)C)=O)=O